1,3-dibutyl-imidazolium chloride [Cl-].C(CCC)N1C=[N+](C=C1)CCCC